tert-butyl N-{[5-(2-fluorophenyl)-1-[3-(prop-2-en-1-yloxy) benzenesulfonyl]-1H-pyrrol-3-yl] methyl}-N-methylcarbamate FC1=C(C=CC=C1)C1=CC(=CN1S(=O)(=O)C1=CC(=CC=C1)OCC=C)CN(C(OC(C)(C)C)=O)C